ClC=1C=C(C(=O)N(C)C2COCC=3NC(C=4C=C(C(=CC4C32)F)F)=O)C=CC1F 3-Chloro-N-(8,9-difluoro-6-oxo-1,4,5,6-tetrahydro-2H-pyrano[3,4-c]isoquinolin-1-yl)-4-fluoro-N-methylbenzamide